1-(4-chlorophenyl)-3-bromopropene ClC1=CC=C(C=C1)C=CCBr